(S)-quinuclidin-3-yl (5-(3-(trifluoromethyl)phenyl)-2,3-dihydro-1H-inden-1-yl)carbamate FC(C=1C=C(C=CC1)C=1C=C2CCC(C2=CC1)NC(O[C@@H]1CN2CCC1CC2)=O)(F)F